Cl.C1(=CC=CC=C1)C12CC(C1)(C2)N 3-phenylbicyclo[1.1.1]pentane-1-amine hydrochloride